ClC=1NC2=CC(=C(C=C2C1)N1C(N=CC=C1)C(F)(F)F)C#N 2-chloro-5-(trifluoromethylpyrimidin-1-yl)-1H-indole-6-carbonitrile